NC1=CC=2N(C(N(CC2C=N1)C1=C(C=CC=C1C)F)=O)[C@@H]1CC[C@H](CC1)N(C)C trans-7-Amino-1-[4-(dimethylamino)cyclohexyl]-3-(2-fluoro-6-methyl-phenyl)-4H-pyrido[4,3-d]pyrimidin-2-one